OC=1C=C(C#N)C=CC1C1=NN=C(C=2CCCCC12)N[C@H]1[C@@H](CCCC1)O 3-hydroxy-4-(4-(((1R,2R)-2-hydroxycyclohexyl)amino)-5,6,7,8-tetrahydrophthalazin-1-yl)benzonitrile